BrC=1C=C2C(=NC=NC2=CC1)NC1=CC=C(C=C1)CC=1C=NC(=CC1)C 6-bromo-N-[4-[(6-methylpyridin-3-yl)methyl]phenyl]quinazolin-4-amine